C(C)(C)(C)N(C(O)=O)[C@@H](COC)CCCO.C(=CCCCCCCCCC)OCCOC1=CC=CC=C1 (2-(undec-1-en-1-yloxy)ethoxy)benzene tert-butyl-(R)-(5-hydroxy-1-methoxypentan-2-yl)carbamate